tert-butyl (3R,4S)-3-(5-(4-amino-5-((3,3-difluoroazetidin-1-yl)methyl)pyrrolo[2,1-f][1,2,4]triazin-7-yl)-3-fluoro-2-methylbenzamido)-4-fluoropyrrolidine-1-carboxylate NC1=NC=NN2C1=C(C=C2C=2C=C(C(=C(C(=O)N[C@@H]1CN(C[C@@H]1F)C(=O)OC(C)(C)C)C2)C)F)CN2CC(C2)(F)F